ClC1=CC=C(C=C1)C1=C(C=2N(C(=N1)N)C=NN2)C2=CC(=NC(=C2)C)C(F)F 7-(4-chlorophenyl)-8-(2-(difluoromethyl)-6-methylpyridin-4-yl)-[1,2,4]triazolo[4,3-c]pyrimidin-5-amine